[F-].[F-].[NH4+] monoammonium difluoride